C(C=C)(=O)N1CC(C1)CN1C(C(N(C2=C(C(=C(C=C12)Cl)C1=C(C=CC=C1O)F)F)C1=C(C=CC=C1C)C(C)C)=O)=O 1-((1-acryloylazetidin-3-yl)methyl)-7-chloro-5-fluoro-6-(2-fluoro-6-hydroxyphenyl)-4-(2-isopropyl-6-methylphenyl)-1,4-dihydroquinoxaline-2,3-dione